[Rh].[Fe].C(C)S(=O)(=O)C1=C(C(=O)N)C=CC(=C1)C(F)(F)F 2-(ethylsulfonyl)-4-(trifluoromethyl)benzamide Iron-rhodium